(s)-4-ethyl-6-((5-oxopyrrolidin-2-yl)methoxy)pyrido[3,4-g]isoquinolin-1(2H)-one C(C)C1=CNC(C2=CC=3C=CN=C(C3C=C21)OC[C@H]2NC(CC2)=O)=O